C(=O)([O-])C(CC(=O)[O-])N(CCCCCCCCCCCCCCCCCC)C(C=1C(OS(=O)(=O)[O-])=CC=CC1)=O.[Na+].C(CCC)C1=CC=C(C=C1)C#CC1=CC=C(C=C1)CCCC.[Na+].[Na+] 1,2-bis(4-butylphenyl)acetylene sodium N-(1,2-dicarboxyethyl)-N-octadecyl-sulfosalicyloyl-amine salt